1-(4-Bromo-2-hydroxy-5-methylphenyl)ethan-1-one BrC1=CC(=C(C=C1C)C(C)=O)O